1-[3-[[2-(2,3-Dihydrobenzofuran-7-ylamino)-5-(trifluoromethyl)pyrimidin-4-yl]amino]propyl]piperidin-2-one O1CCC2=C1C(=CC=C2)NC2=NC=C(C(=N2)NCCCN2C(CCCC2)=O)C(F)(F)F